O1COC2=C1C=CC(=C2)C=2OC1=C(C=C(C=C1C(C2)=O)C)C(C)NC2=C(C(=O)O)C=CC=C2 2-[1-[2-(1,3-Benzodioxol-5-yl)-6-methyl-4-oxo-chromen-8-yl]ethylamino]benzoic acid